(7S)-4-[5-(5-fluoro-2-methoxypyridin-4-yl)-1H-pyrazole-3-carbonyl]-N-{[(1S,4S)-2-(2-fluoro-2-methylpropyl)-2-azabicyclo[2.1.1]hexan-1-yl]methyl}-4-azaspiro[2.5]octane-7-carboxamide FC=1C(=CC(=NC1)OC)C1=CC(=NN1)C(=O)N1C2(CC2)C[C@H](CC1)C(=O)NCC12N(CC(C1)C2)CC(C)(C)F